N'-(β-D-Ribofuranosyl)-5-hydroxyimidazole-4-carboxamide C1=NC(=C(N1[C@H]2[C@@H]([C@@H]([C@H](O2)CO)O)O)O)C(=O)N